C1=C(C=CC=2OC3=C(C21)C=CC=C3)C=3C=C(C=CC3)B(O)O 3-(dibenzo[b,d]furan-2-yl)phenylboronic acid